COC(C1=CC(=C(C=C1)C=1N(C=C(N1)C(F)(F)F)CC=C)Br)=O 4-(1-allyl-4-(trifluoromethyl)-1H-imidazol-2-yl)-3-bromobenzoic acid methyl ester